sodium lauryl-sulfonate C(CCCCCCCCCCC)S(=O)(=O)[O-].[Na+]